5-chloro-3-methyl-2-[6-[rac-(3aS,7aR)-6-methyl-3,3a,4,5,7,7a-hexahydro-2H-pyrrolo[2,3-c]pyridin-1-yl]pyridazin-3-yl]phenol ClC=1C=C(C(=C(C1)O)C=1N=NC(=CC1)N1CC[C@H]2[C@@H]1CN(CC2)C)C |r|